ClC1=CN=C2C(=NC(=NN21)C2=C(C=CC=C2F)F)NC2CCC(CC2)N2CCCC2 7-chloro-2-(2,6-difluorophenyl)-N-((1r,4r)-4-(pyrrolidin-1-yl)cyclohexyl)imidazo[2,1-f][1,2,4]triazin-4-amine